1-[4-[(4-benzoylphenyl)thio]phenyl]-2-methyl-2-[(4-methylphenyl)sulfonyl]-1-propanone C(C1=CC=CC=C1)(=O)C1=CC=C(C=C1)SC1=CC=C(C=C1)C(C(C)(S(=O)(=O)C1=CC=C(C=C1)C)C)=O